C(C1=CC=CC=C1)(=O)C=1C(OC2=CC=CC=C2C1)=O BENZOYLCOUMARIN